ClC1=C(C=C(C(=C1)Cl)OC(C)C)NC(COC(C(=O)O)(C)C)=O 2-(2-((2,4-dichloro-5-isopropoxyphenyl)amino)-2-oxoethoxy)-2-methylpropanoic acid